5-(N-(2-(4-(3-bromothiophene-2-carbonyl)piperazin-1-yl)phenyl)-N-(2-chlorophenethyl)sulfamoyl)-3-methylbenzothiophene-2-carboxylic acid BrC1=C(SC=C1)C(=O)N1CCN(CC1)C1=C(C=CC=C1)N(S(=O)(=O)C=1C=CC2=C(C(=C(S2)C(=O)O)C)C1)CCC1=C(C=CC=C1)Cl